C(C)C1=NN=C2N1C(=C(C=C2C(=O)NC=2OC=NN2)S)C(F)(F)F 3-ethyl-sulfanyl-N-(1,3,4-oxadiazol-2-yl)-5-(trifluoromethyl)-[1,2,4]triazolo[4,3-a]pyridine-8-carboxamide